[C@@H]12N(C[C@@H](C=C1)C2)C(=O)OCC2=CC=CC=C2 Benzyl (1S,4R)-2-azabicyclo[2.2.1]hept-5-ene-2-carboxylate